CC(C(=O)N1C=CC2=CC(=CC=C12)C(F)(F)F)(C)C (3s)-(2,2-dimethyl-1-(5-(trifluoromethyl)-1H-indol-1-yl)propan-1-one)